C(C)(C)(C)[S@@](=O)NC(C(C)C)C=1SC=CC1C(=O)O 2-(1-(((R)-tert-Butylsulfinyl)amino)-2-methylpropyl)thiophene-3-carboxylic acid